N-(7-{2-[(1R)-1-hydroxybutyl]-4-methylpyrimidin-5-yl}-2,6-naphthyridin-3-yl)cyclopropanecarboxamide O[C@H](CCC)C1=NC=C(C(=N1)C)C1=NC=C2C=C(N=CC2=C1)NC(=O)C1CC1